(4'-(4,6-diphenyl-1,3,5-triazin-2-yl)-[1,1'-biphenyl]-3-yl)boronic acid C1(=CC=CC=C1)C1=NC(=NC(=N1)C1=CC=CC=C1)C1=CC=C(C=C1)C1=CC(=CC=C1)B(O)O